N-(3-(4-methoxyphenoxy)propyl)benzo[d]oxazol-2-amine COC1=CC=C(OCCCNC=2OC3=C(N2)C=CC=C3)C=C1